C(#N)P1(=NP(=NP(=N1)(C#N)C#N)(C#N)C#N)C#N hexa(cyano)cyclotriphosphazene